4-(5-(4-aminopiperidin-1-yl)-8-(3-fluoro-4-(trifluoromethoxy)phenyl)imidazolo[1,2-c]pyrimidin-7-yl)-2-fluorobenzonitrile NC1CCN(CC1)C1=NC(=C(C=2N1C=CN2)C2=CC(=C(C=C2)OC(F)(F)F)F)C2=CC(=C(C#N)C=C2)F